(R)-1-(4-chlorobenzyl)-3-(4-((methyl(1-methyl-2-oxopyrrolidin-3-yl)amino)methyl)phenyl)urea ClC1=CC=C(CNC(=O)NC2=CC=C(C=C2)CN([C@H]2C(N(CC2)C)=O)C)C=C1